NC1=NN2C(N=CC=C2N)=C1C#N 2,7-diamino-3-cyanopyrazolo[1,5-a]pyrimidine